6-bromo-4-((5-cyano-4-(4-fluorophenyl)thiazol-2-yl)(ethyl)amino)-8-fluoroquinoline-2-carboxylic acid BrC=1C=C2C(=CC(=NC2=C(C1)F)C(=O)O)N(CC)C=1SC(=C(N1)C1=CC=C(C=C1)F)C#N